ClC=1C=C2C=CN(C2=C(C1)C1=C2C(=NC=C1)C=C(S2)CN2C(N(C=CC2=O)C(C)C)=O)CC2(CCNCC2)C#N 4-((5-chloro-7-(2-((3-isopropyl-2,6-dioxo-3,6-dihydropyrimidin-1(2H)-yl)methyl)thieno[3,2-b]pyridin-7-yl)-1H-indol-1-yl)methyl)piperidine-4-carbonitrile